2-(((6aR,8R)-2-(3,5-difluoro-2-hydroxyphenyl)-5,6,6a,7,8,9-hexahydropyrrolo[1',2':4,5]pyrazino[2,3-c]pyridazin-8-yl)thio)pyrimidine-5-carbaldehyde FC=1C(=C(C=C(C1)F)C=1C=C2C(=NN1)NC[C@@H]1N2C[C@@H](C1)SC1=NC=C(C=N1)C=O)O